CC(=CC=O)CCC=CCCC 3-methyldeca-2,6-dienal